ClC=1C=C(C=C(C1C(=O)OC)Cl)COCCCN1N=NC2=C1C=CC(=C2C)C(C2=CC=C1CCN(CC1=C2)C(=O)OC(C)(C)C)O tert-butyl 7-[[1-(3-[[3,5-dichloro-4-[methoxycarbonyl] phenyl] methoxy]propyl)-4-methyl-1H-1,2,3-benzotriazol-5-yl] [hydroxy]methyl]-1,2,3,4-tetrahydroisoquinoline-2-carboxylate